COC1=CC=C(C=C1)NC1=NC=NC2=CC(=CC=C12)C=1C=NC(=CC1)N1CCOCC1 N-(4-methoxyphenyl)-7-(6-morpholinylpyridin-3-yl)quinazolin-4-amine